C1(=CC=CC=C1)SC1=CC=C(C=C1)[SH+]C1=CC=C(C=C1)C 4-(phenylthio)phenyl-p-tolylsulfonium